FC(C(C(=O)N1CCN(CC1)C(=O)OC(C)(C)C)(C)C)(F)F tert-butyl 4-(3,3,3-trifluoro-2,2-dimethylpropanoyl)piperazine-1-carboxylate